C(#N)[C@H](C[C@H]1C(NCC1)=O)NC(=O)[C@@H]1[C@H]2C([C@H]2CN1C(C(=O)NC1=C(C=CC=C1)F)=O)(C)C (1R,2S,5S)-N-((S)-1-cyano-2-((S)-2-oxopyrrolidin-3-yl)ethyl)-3-(2-((2-fluorophenyl)amino)-2-oxoacetyl)-6,6-dimethyl-3-azabicyclo[3.1.0]hexane-2-carboxamide